C(C)(=O)OCCO[C@H](C(C1=CC=C(C=C1)F)C1=CC=C(C=C1)F)C (1S)-2-[2,2-bis(4-fluorophenyl)-1-methyl-ethoxy]-ethyl acetate